7-methyleneisoindole-1-carboxamide C=C1C=CC=C2C=NC(=C12)C(=O)N